C(CCCCCCCCCCCCCCCCCCCCC)OC[C@@H](OCCCCCCCCCCCCCCCCCCCCCC)COP(=O)(O)OCC[N+](C)(C)C 1,2-bis-behenyl-sn-glycero-3-phosphorylcholine